(2S,6S)-2-methyl-6-(5-(1-methylpiperidin-4-yl)-1,3,4-oxadiazol-2-yl)morpholine C[C@H]1CNC[C@H](O1)C=1OC(=NN1)C1CCN(CC1)C